ClC1=C(C=CC=C1NC1=CC2=C(N(CCO2)C)C=C1)[C@@]1(CC(N(C(N1)=N)C1CCOCC1)=O)C (6S)-6-{2-Chloro-3-[(4-methyl-2,3-dihydro-1,4-benzoxazin-7-yl)amino]phenyl}-2-imino-6-methyl-3-(tetrahydropyran-4-yl)hexahydropyrimidin-4-one